C(#N)[C@H]1CN(CCN1)C(=O)OC(C)(C)C tert-butyl (R)-3-cyanopiperazine-1-carboxylate